COCC(C(=O)NC)OC1=CC=C2C(=CC(OC2=C1)=O)C1=C(C=CC=C1)C 3-methoxy-N-methyl-2-((2-oxo-4-(o-tolyl)-2H-chromen-7-yl)oxy)propanamide